Cl.N[C@H]1CN(CCC1)C1=NC(=C(C=2N1C=CN2)C2=CC(=C(C=C2)OC)O)C2=CC(=C(C#N)C=C2)F (R)-4-(5-(3-aminopiperidin-1-yl)-8-(3-hydroxy-4-methoxyphenyl)imidazolo[1,2-c]pyrimidin-7-yl)-2-fluorobenzonitrile hydrochloride